(dodecane-1,12-diylbis(azanediyl))bis(1-oxo-3-phenylpropane-2,1-diyl)dicarbamate C(CCCCCCCCCCCNC(C(=O)NC([O-])=O)CC1=CC=CC=C1)NC(C(=O)NC([O-])=O)CC1=CC=CC=C1